C(#N)C=1C=C(C=CC1C)C1=NC(=C2C(=N1)N(N=C2)C2=CC(=CC=C2)F)NC(=O)C=2SC(=CC2)[N+](=O)[O-] N-(6-(3-cyano-4-methylphenyl)-1-(3-fluorophenyl)-1H-pyrazolo[3,4-d]pyrimidin-4-yl)-5-nitrothiophene-2-carboxamide